oxo-N-(4-phenylcyclohexyl)nonanamide O=C(C(=O)NC1CCC(CC1)C1=CC=CC=C1)CCCCCCC